C(C)(C)(C)[S@@](=O)NC1(COC1)C1=C(C=C(C(=O)OCC)C=C1)Cl |r| (±)-ethyl 4-[3-(tert-butylsulfinylamino)oxetan-3-yl]-3-chloro-benzoate